C(C1=CC=CC=C1)(C1=CC=CC=C1)NC=1C2=C(C(=NC1)N)COC2 7-((Benzhydryl)amino)-1,3-dihydrofuro[3,4-c]pyridin-4-amine